(S)-N-(6-bromopyridin-2-yl)pyrrolidine-2-carboxamide BrC1=CC=CC(=N1)NC(=O)[C@H]1NCCC1